1,5-dibromo-3,3-di(2-bromoethyl)pentane BrCCC(CCBr)(CCBr)CCBr